3-((4-(1,1-difluoroethyl)-1-((2,4-dimethyl-6-oxo-1,6-dihydropyrimidin-5-yl)-methyl)-6-oxo-1,6-dihydro-pyrimidin-5-yl)oxy)-5-(difluoromethyl)-2-methyl-benzonitrile FC(C)(F)C=1N=CN(C(C1OC=1C(=C(C#N)C=C(C1)C(F)F)C)=O)CC1=C(N=C(NC1=O)C)C